C(C1=CC=CC=C1)S(=O)(=O)CC(C(=O)C1=CC=C(C(=O)NCCOCCC(=O)O)C=C1)CS(=O)(=O)CC1=CC=CC=C1 3-(2-(4-(3-toluenesulfonyl-2-(toluenesulfonylmethyl)propionyl)benzoylamino)ethoxy)propionic acid